C(CCCCC)C(C(=O)OCCCCCCN(CCCCCCOC(C(CCCCCCCC)CCCCCC)=O)CCN1N=NC(=C1)CCN(C)C)CCCCCCCC ((2-(4-(2-(dimethylamino)ethyl)-1H-1,2,3-triazol-1-yl)ethyl)azanediyl)bis(hexane-6,1-diyl) bis(2-hexyldecanoate)